2-(3,5-dibromo-4-((4-cyclopentyl-5-oxo-4,5-dihydro-1,3,4-oxadiazol-2-yl)methyl)phenyl)-6-(difluoromethyl)-1,2,4-triazine-3,5(2H,4H)-dione BrC=1C=C(C=C(C1CC=1OC(N(N1)C1CCCC1)=O)Br)N1N=C(C(NC1=O)=O)C(F)F